C(C)(C)OC1=CC(=NC(=C1)S(=O)(=O)C)NC1=C(C=NC(=C1)NC(C)=O)C1=NC=C(C=C1)OCCOC N-(4'-((4-isopropoxy-6-(methylsulfonyl)pyridin-2-yl)amino)-5-(2-methoxyethoxy)-[2,3'-bipyridin]-6'-yl)acetamide